O=C1NC(CC[C@@H]1N1C(C2=CC=CC(=C2C1=O)N1CCN(CC1)CCCN1CCN(CC1)C1=CC=C(C=C1)NC1=C2N=CN(C2=NC=N1)C1CC(C1)NC(CC1=CC=CC=C1)=O)=O)=O N-((1s,3s)-3-(6-((4-(4-(3-(4-(2-(2,6-dioxopiperidin-3-yl)-1,3-dioxoisoindolin-4-yl)piperazin-1-yl)propyl)piperazin-1-yl)phenyl)amino)-9H-purin-9-yl)cyclobutyl)-2-phenylacetamide